NC(C(=O)O)N (R,S)-diaminoacetic acid